FC(N1N=C(C=C1)C(=O)NC12CC(C1)(C2)C(C(=O)NC2=CC=C(C=C2)F)C)F 1-(difluoromethyl)-N-[3-[2-(4-fluoroanilino)-1-methyl-2-oxo-ethyl]-1-bicyclo[1.1.1]pentanyl]pyrazole-3-carboxamide